(3-(Pentadecyloxy)-5-(tridecyloxy)phenyl)methanol C(CCCCCCCCCCCCCC)OC=1C=C(C=C(C1)OCCCCCCCCCCCCC)CO